2-[4-[5-Cyano-6-[[2-fluoro-5-(trifluoromethyl)phenyl]methoxy]-2-(trifluoromethyl)pyridine-3-carbonyl]piperazin-1-yl]-N,N-dimethyl-acetamide C(#N)C=1C=C(C(=NC1OCC1=C(C=CC(=C1)C(F)(F)F)F)C(F)(F)F)C(=O)N1CCN(CC1)CC(=O)N(C)C